OC1=C(C=CC=C1)C1=CC(=CN=N1)N1CCC(CC1)(C1=CC=CC=C1)CNC(=O)C1CCNC2(C1)CCOCC2 N-((1-(6-(2-hydroxyphenyl)pyridazin-4-yl)-4-phenylpiperidin-4-yl)methyl)-9-oxa-1-azaspiro[5.5]undecane-4-carboxamide